2-(3-cyanophenyl)-3-(2,6-dimethyl-4-pyridinyl)-N-(2-hydroxy-2-methyl-propyl)pyrazolo[1,5-a]pyrimidine-5-carboxamide C(#N)C=1C=C(C=CC1)C1=NN2C(N=C(C=C2)C(=O)NCC(C)(C)O)=C1C1=CC(=NC(=C1)C)C